N-[6-[(3-isopropyl-3-methyl-1,5-dioxo-2H-imidazo[1,5-a]pyridin-6-yl)amino]pyrimidin-4-yl]cyclopropanecarboxamide C(C)(C)C1(NC(C=2N1C(C(=CC2)NC2=CC(=NC=N2)NC(=O)C2CC2)=O)=O)C